C(C)C1=C2C(=CC(=CC2=CC=C1F)O)C1=C(C=C2C(=NC(=NC2=C1F)F)N1CCOCC2(CCO2)C1)F 5-ethyl-6-fluoro-4-(2,6,8-trifluoro-4-(1,6-dioxa-9-azaspiro[3.6]decan-9-yl)quinazolin-7-yl)naphthalen-2-ol